C(C=C)SSCC ethyl allyl disulphide